2-methyl-3-chloromethyl-6-fluoro-1,4-dimethoxynaphthalene CC1=C(C2=CC=C(C=C2C(=C1CCl)OC)F)OC